[Fe](=S)(=S)(=S)(=S)(=S)(=S)(=S)=S iron-octasulfide